OC1=C(C(=O)OCCCCCCCCCCC)C=C(C=C1)O undecyl 2,5-dihydroxybenzoate